1-(2-(4-bromophenyl)acetyl)-6-isopropylpiperidine-3-carboxylic acid ethyl ester C(C)OC(=O)C1CN(C(CC1)C(C)C)C(CC1=CC=C(C=C1)Br)=O